(trans)-(3-(4-isopropylphenyl)allyl)(methyl)sulfur C(C)(C)C1=CC=C(C=C1)/C=C/CSC